C1(CC1)COC=1N=NN(N1)CC1=C(N=NN1C)C1=CC=C(C(=N1)C)O[C@@H]1C[C@H](CCC1)C(=O)O (1S,3S)-3-{[6-(5-{[5-(cyclopropyl-methoxy)-2H-1,2,3,4-tetrazol-2-yl]methyl}-1-methyl-1H-1,2,3-triazol-4-yl)-2-methylpyridin-3-yl]oxy}cyclohexane-1-carboxylic acid